(N-(2-aminophenyl)-4-((4-pyridin-3-ylpyrimidin-2-ylamino)methyl)benzamide) NC1=C(C=CC=C1)NC(C1=CC=C(C=C1)CNC1=NC=CC(=N1)C=1C=NC=CC1)=O